CC1=CC=CC(=N1)C=1NC=CN1 2-(6-methylpyridin-2-yl)imidazole